ClC=1C=C2CCC[C@]3(COC4=CC=C5C(CC(N(CC=CCCCCN(C3)C4=C5)C)=O)C(=O)OCC)C2=CC1 ethyl (1S,6E)-6-chloro-9'-methyl-10'-oxo-3,4-dihydro-2H-spiro[naphthalene-1,19'-[17]oxa[1,9]diazatricyclo[11.7.2.0~16,21~]docosa[6,13,15,21]tetraene]-12'-carboxylate